N(=[N+]=[N-])CCOCCOC1=NC2=C(N1)C=CC=C2 2-(2-(2-azidoethoxy)ethoxy)-1H-benzo[d]imidazole